COC=1C=C(C=C(C1C)OC)C1=C(C=C(C=C1)[N+](=O)[O-])CCS(=O)(=O)[O-] (3',5'-dimethoxy-4'-methyl-4-nitro-[1,1'-biphenyl]-2-yl)methylmethanesulfonate